N,N'-Bis(3-aminopropyl)ethylendiamin NCCCNCCNCCCN